β,β-difluoro-2-(trifluoromethyl)-3-pyridinepropanoic acid FC(CC(=O)O)(C=1C(=NC=CC1)C(F)(F)F)F